BrCCCC1=CC(=CC=C1)C(F)(F)F 1-(bromopropyl)-3-(trifluoromethyl)benzene